tricyclo[5.2.1.02,6]decane-dimethanol C12(C3(CCCC3C(CC1)C2)CO)CO